3-(4,6-Difluoro-1-oxo-5-(4-(piperidin-4-ylmethyl)piperazin-1-yl)isoindoline-2-yl)piperidine FC1=C2CN(C(C2=CC(=C1N1CCN(CC1)CC1CCNCC1)F)=O)C1CNCCC1